N1(C=NC=C1)C1=CN=CC(=N1)C(=O)NC=1C=NC=CC1 6-(1H-imidazol-1-yl)-N-(pyridin-3-yl)pyrazine-2-carboxamide